(S)-N'-((3-ethyl-2-methyl-6,7-dihydro-5H-cyclopenta[b]pyridin-4-yl)carbamoyl)-2-(2-hydroxypropan-2-yl)thiazole-5-sulfonimidamide C(C)C=1C(=C2C(=NC1C)CCC2)NC(=O)N=[S@@](=O)(N)C2=CN=C(S2)C(C)(C)O